COC=1C=C(C=CC1)N1CC(CCC1)NC(OC(C)(C)C)=O tert-butyl (1-(3-methoxyphenyl)piperidin-3-yl)carbamate